2-(1,1-dimethylethyl)-4-(1-methylethyl)phenol CC(C)(C)C1=C(C=CC(=C1)C(C)C)O